triethylene glycol monomethyl ether 4,6-dibromothieno[3,4-b]thiophene-2-carboxylate BrC=1SC(=C2SC(=CC21)C(=O)OCCOCCOCCOC)Br